ClC1=NC(=C2C(=N1)N(N=C2)[C@H]2[C@@H]([C@@H]([C@H](O2)COC(C(F)(F)F)P(O)(O)=O)O)O)NC2CCCC2 (1-(((2R,3S,4R,5R)-5-(6-chloro-4-(cyclopentylamino)-1H-pyrazolo[3,4-d]pyrimidin-1-yl)-3,4-dihydroxytetrahydrofuran-2-yl)methoxy)-2,2,2-trifluoro-ethyl)phosphonic acid